4-[6-(2-aminoethyl)pyridin-3-yl]-3-[2-methyl-6-(5-methylpyridin-2-yl)pyrimidin-4-yl]oxybenzonitrile NCCC1=CC=C(C=N1)C1=C(C=C(C#N)C=C1)OC1=NC(=NC(=C1)C1=NC=C(C=C1)C)C